3-amino-N-(4-(4-amino-2-butyl-1H-imidazo[4,5-c]quinolin-1-yl)butyl)benzamide NC=1C=C(C(=O)NCCCCN2C(=NC=3C(=NC=4C=CC=CC4C32)N)CCCC)C=CC1